CC1(OB(OC1(C)C)C=1SC2=C(C1)C=C(C=C2)CN2CCS(CC2)(=O)=O)C 4-[[2-(4,4,5,5-tetramethyl-1,3,2-dioxaborolan-2-yl)benzothien-5-yl]methyl]-1,1-dioxothiomorpholine